C(C)(C)(C)OC(=O)N1[C@H](CN([C@@H](C1)CO)C(C1=CC=C(C=C1)F)C1=CC=C(C=C1)C#N)C (2S,5S)-4-((4-cyanophenyl)(4-fluorophenyl)methyl)-5-(hydroxymethyl)-2-methylpiperazine-1-carboxylic acid tert-butyl ester